O=C1CC2=C(N(C3=C1C=CC=C3)C(=O)N)C=CC=C2 11,10-Dihydro-10-oxo-5H-dibenzo(b,f)azepin-5-carboxamide